[N+](=O)([O-])C Nitro-methane